ClC1=CC2=C(N(C([C@@H](N=C2C2=CC=CC=C2)C2CCC2)=O)CCC(=O)O)C=C1 (S)-3-(7-chloro-3-cyclobutyl-2-oxo-5-phenyl-2,3-dihydro-1H-benzo[e][1,4]diazepin-1-yl)propionic acid